6-((1-Acetyl-3,3-difluoroindolin-4-yl)thio)-3-(4-(aminomethyl)-4-methylpiperidin-1-yl)pyrazin-2(1H)-on C(C)(=O)N1CC(C2=C(C=CC=C12)SC1=CN=C(C(N1)=O)N1CCC(CC1)(C)CN)(F)F